BrCC1=CC(=CC(=C1)OC)OC(F)F 1-(bromomethyl)-3-(difluoromethoxy)-5-methoxybenzene